C(C(=C)C)(=O)O.CC1(N(C(CCC1)(C)C)O)C 2,2,6,6-tetramethylpiperidinol methacrylate